COC1=CC2=C(N(C=N2)C2=CC=C(C(=N2)C2=C(C=C(C=C2)F)OC)[C@@H](C)O)C=C1OC (R)-1-(6-(5,6-dimethoxy-1H-benzo[d]imidazol-1-yl)-2-(4-fluoro-2-methoxyphenyl)pyridin-3-yl)ethan-1-ol